N-[trans-(7RS,9RS)-9-(benzylamino)-3-cyclopropyl-5-(2-methylpropylsulfamoyl)-8,9-dihydro-7H-cyclopenta[h]isoquinolin-7-yl]Pyridine-3-carboxamide C(C1=CC=CC=C1)N[C@@H]1C[C@H](C2=CC(=C3C=C(N=CC3=C21)C2CC2)S(NCC(C)C)(=O)=O)NC(=O)C=2C=NC=CC2 |r|